CCCCO[Sn](CCCC)(CCCC)Cl di-n-butylbutoxyChlorotin